1-benzyl 3-methyl 3,4-dimethylpiperidine-1,3-dicarboxylate CC1(CN(CCC1C)C(=O)OCC1=CC=CC=C1)C(=O)OC